(S)-5-(4-cyclopropyl-1H-imidazol-1-yl)-2-fluoro-N-(6-(1-(1-hydroxypropan-2-yl)-1H-tetrazol-5-yl)pyridin-2-yl)-4-methylbenzamide C1(CC1)C=1N=CN(C1)C=1C(=CC(=C(C(=O)NC2=NC(=CC=C2)C2=NN=NN2[C@H](CO)C)C1)F)C